C(C)(C)(C)OC(=O)N1C[C@@H](CC1)N(C(=O)C=1N=C(SC1)C=1C=NN(C1)C1=CC=CC=C1)CCC.N1=CC(=CC2=NC=CC=C12)C=O (1,5-naphthyridin-3-yl)methanone tert-butyl-(R)-3-(2-(1-phenyl-1H-pyrazol-4-yl)-N-propylthiazole-4-carboxamido)pyrrolidine-1-carboxylate